C(C)N(C1=CC=C(C=C1)C1=C2C=C(C(=CC2=CC2=C1C(OC2)=O)OC)OC)C 9-(4-(ethyl-(methyl)amino)phenyl)-6,7-dimethoxynaphtho[2,3-c]furan-1(3H)-one